4-oxo-butyronitrile O=CCCC#N